FC=1C=C2C(=NNC2=CC1OCCOC)C1=CC(=NO1)C=1C=CC(=NC1)C(=O)N1CC(C1)C#N 1-(5-{5-[5-Fluoro-6-(2-methoxyethoxy)-1H-indazol-3-yl]-isoxazol-3-yl}-pyridin-2-carbonyl)-azetidin-3-carbonitril